N-(8-fluoro-2-methyl-imidazo[1,2-a]pyridin-6-yl)-5-(1,2,3,6-tetrahydropyridin-4-yl)pyrazine-2-carboxamide FC=1C=2N(C=C(C1)NC(=O)C1=NC=C(N=C1)C=1CCNCC1)C=C(N2)C